BrC1=CC(=C(O[C@@H](C)C2=NOC(=N2)NS(=O)(=O)C)C=C1)F N-{3-[(1S)-1-(4-bromo-2-fluorophenoxy)ethyl]-1,2,4-oxadiazol-5-yl}methanesulfonamide